CNCC1=CC=C(O1)CSCCNC(=C[N+](=O)[O-])NC The molecule is a member of the class of furans that is a metabolite of ranitidine in rats and humans. It has a role as a drug metabolite, a rat metabolite and a human urinary metabolite. It is a C-nitro compound, a secondary amino compound, a member of furans and an organic sulfide.